FC(C=1C=CC(=NC1)CC1CCC2(CN(C2)C(=O)N2C[C@H](CC2)C(=O)N)CC1)(F)F (3S)-1-[7-[[5-(Trifluoromethyl)-2-pyridyl]methyl]-2-azaspiro[3.5]nonane-2-carbonyl]pyrrolidine-3-carboxamide